5-ethynyl-6-fluoronaphthalene-2-yldimethylcarbamate hydrochloride Cl.C(#C)C1=C2C=CC(=CC2=CC=C1F)CN(C(O)=O)C